C(OCN1N=CC(=C1)C=1SC=C(N1)C(NC=1C(=NN(C1)C1CCC(CC1)OCC)C1=NC(=CC=C1F)F)=O)(OC(C)C)=O (4-(4-((3-(3,6-difluoropyridin-2-yl)-1-((1r,4r)-4-ethoxycyclohexyl)-1H-pyrazol-4-yl)carbamoyl)thiazol-2-yl)-1H-pyrazol-1-yl)methyl isopropyl carbonate